C(C)N1C(=NC2=C1SC=C2)C=O 3-ethyl-3H-thieno[2,3-d]imidazole-2-carbaldehyde